C(=O)(O)COC=1C=C(C(=O)O)C=CC1C(\C=C\C1=CC(=CC=C1)OCCCCOC1=CC=C(C=C1)Cl)=O 3-(Carboxymethoxy)-4-[(E)-3-[3-[4-(4-chlorophenoxy)butoxy]phenyl]prop-2-enoyl]benzoic acid